1-[7-(3-chloro-1-isopropyl-1H-indazol-5-yl-methoxy)-2H-chromen-3-ylmethyl]-piperidin ClC1=NN(C2=CC=C(C=C12)COC1=CC=C2C=C(COC2=C1)CN1CCCCC1)C(C)C